(3S*,3aS*,6R*,7R*,7aS*)-3a-(benzylcarbamoyl)-7-(3-(tert-butoxy)-3-oxopropyl)-4-methyl-1-(4-nitrobenzyl)-2,3,3a,6,7,7a-hexahydro-1H-3,6-methanopyrrolo[3,2-b]pyridin-4-ium iodide [I-].C(C1=CC=CC=C1)NC(=O)[C@@]12[N+](=C[C@H]3[C@H]([C@@H]1N(C[C@@H]2C3)CC3=CC=C(C=C3)[N+](=O)[O-])CCC(=O)OC(C)(C)C)C |o1:11,14,15,16,19|